(R)-N-((R)-1-(2-(4,6-dimethylpyridin-3-yl)-3,6-dimethyl-4-oxo-3,4-dihydroquinazolin-8-yl)ethyl)-2-methylpropane-2-sulfinamide CC1=C(C=NC(=C1)C)C1=NC2=C(C=C(C=C2C(N1C)=O)C)[C@@H](C)N[S@](=O)C(C)(C)C